CN1N=CC=2C1=NC=C(C2)[C@@H](C)NC(CC2=CC=C(C=C2)C2(CC2)C(F)(F)F)=O (R)-N-(1-(1-methyl-1H-pyrazolo[3,4-b]pyridin-5-yl)ethyl)-2-(4-(1-(trifluoromethyl)cyclopropyl)phenyl)acetamide